3-[3-(2-amino-2-oxo-ethyl)-5-fluoro-phenyl]-2,7-dimethyl-5,7-dihydro-4H-pyrazolo[3,4-c]pyridine-6-carboxylic acid tert-butyl ester C(C)(C)(C)OC(=O)N1C(C=2C(CC1)=C(N(N2)C)C2=CC(=CC(=C2)F)CC(=O)N)C